CYCLOPROPYLHEPTADECANOIC ACID C1(CC1)C(C(=O)O)CCCCCCCCCCCCCCC